C(C)OC(C(=C)C[Si](C)(C)C)=O.FC=1C=C(C=C(C1)F)N1N=CC(=C1)[C@@H](C(=O)NC1=CC(=NN1)C1COC1)C (S)-2-(1-(3,5-difluorophenyl)-1H-pyrazol-4-yl)-N-(3-(oxetan-3-yl)-1H-pyrazol-5-yl)propanamide ethyl-2-trimethylsilylmethylacrylate